The molecule is an N-monoacetylalkane-alpha,omega-diamine that is the N-monoacetyl derivative of putrescine. It has a role as a metabolite and a mouse metabolite. It is a N-monoacetylalkane-alpha,omega-diamine and a N-substituted putrescine. It is a conjugate base of a N-acetylputrescinium. CC(=O)NCCCCN